C(C)S(=O)(=O)C1=C(N=C(N1C)C1=NC=CC=N1)N1C(C2=CC(=CC=C2C1)OC(F)(F)F)=O 2-(5-ethylsulfonyl-1-methyl-2-pyrimidin-2-yl-imidazol-4-yl)-6-(trifluoromethoxy)isoindolin-1-one